5-(2-hydroxyethyl)-5,6-dihydropteridin-7(8H)-one OCCN1C=2C=NC=NC2NC(C1)=O